7-nitro-1-(phenylsulfonyl)-1H-indole [N+](=O)([O-])C=1C=CC=C2C=CN(C12)S(=O)(=O)C1=CC=CC=C1